tert-butyl 2-methyl-6-oxopiperidine-1-carboxylate CC1N(C(CCC1)=O)C(=O)OC(C)(C)C